3-Methyl-2-oxo-1-(5-((4-oxo-3,4-dihydrophthalazin-1-yl)methyl)pyridin-3-yl)indolin-3-yl acetate C(C)(=O)OC1(C(N(C2=CC=CC=C12)C=1C=NC=C(C1)CC1=NNC(C2=CC=CC=C12)=O)=O)C